C(C)C1=CN=CC(=N1)C1=CC(=C(C(=O)OC)C=C1)F Methyl 4-(6-ethylpyrazin-2-yl)-2-fluorobenzoate